BrNS(=O)(=O)C1=CC=C(C=C1)C N-bromo-4-methylbenzenesulfonamide